C(C=C)OCC1=C(CNC(OC(C)(C)C)=O)C=CC=C1 tert-butyl (2-((allyloxy)methyl)benzyl)carbamate